NC([C@H](C[C@H]1C(NCCC1)=O)NC([C@H](CC1CC1)N1C(=CC=2C=NC=CC21)C(=O)N)=O)=O [(1S)-2-[[(1S)-2-amino-2-oxo-1-[[(3S)-2-oxo-3-piperidyl]methyl]ethyl]amino]-1-(cyclopropylmethyl)-2-oxo-ethyl]-1H-pyrrolo[3,2-c]pyridine-2-carboxamide